C(C)OCCN(CC[C@@H](C(=O)O)NC(=O)C=1N=NC=CC1C(F)(F)F)CCCCC1=NC=2NCCCC2C=C1 (S)-4-((2-ethoxyethyl)(4-(5,6,7,8-tetrahydro-1,8-naphthyridin-2-yl)butyl)amino)-2-(4-(trifluoromethyl)pyridazine-3-carboxamido)butanoic acid